1-[2-[[4-[[3-(2,3-difluoro-4-methoxy-phenyl)imidazo[1,2-a]pyrazin-8-yl]amino]-2-ethyl-benzoyl]amino]ethyl]-1-methyl-pyrrolidin-1-ium-3-carboxamide 2,2,2-trifluoroacetate FC(C(=O)[O-])(F)F.FC1=C(C=CC(=C1F)OC)C1=CN=C2N1C=CN=C2NC2=CC(=C(C(=O)NCC[N+]1(CC(CC1)C(=O)N)C)C=C2)CC